C1(CCC1)N1C(N=CC=2C1=NC(=NC2)NC2=C(C=C(C=C2)N2CCN(CC2)C)OC)=O 1-cyclobutyl-7-((2-methoxy-4-(4-methylpiperazin-1-yl)phenyl)amino)pyrimido[4,5-d]pyrimidin-2(1H)-one